(S)-4-(6-((1-(6-(4-fluoro-1H-pyrazol-1-yl)pyridin-3-yl)ethyl)(methyl)amino)pyridine-3-yl)-6-(2-methoxyethoxy)pyrazolo[1,5-a]pyridine-3-carbonitrile FC=1C=NN(C1)C1=CC=C(C=N1)[C@H](C)N(C1=CC=C(C=N1)C=1C=2N(C=C(C1)OCCOC)N=CC2C#N)C